propylene glycol monocaproate C(CCCCC)(=O)O.C(C(C)O)O